aminoguanidine hydrochloride salt Cl.NNC(=N)N